trans-N-(8-amino-6-(5-isopropyl-1H-pyrazol-4-yl)isoquinolin-3-yl)-2-fluorocyclopropane-1-carboxamide NC=1C=C(C=C2C=C(N=CC12)NC(=O)[C@H]1[C@@H](C1)F)C=1C=NNC1C(C)C